C1(CC1)C1=NC=NC(=C1C=1OC=2C(=NC=CC2N1)CC1=CC=C(C=C1)C=1N(C=C(N1)C(F)(F)F)C)OC (4-cyclopropyl-6-methoxypyrimidin-5-yl)-4-(4-(1-methyl-4-(trifluoromethyl)-1H-imidazol-2-yl)benzyl)oxazolo[5,4-c]pyridine